N-[[6-(2-Phenoxyethylamino)-2-pyridyl]sulfonyl]-2-(2,2,4-trimethylpyrrolidin-1-yl)pyridin-3-carboxamid O(C1=CC=CC=C1)CCNC1=CC=CC(=N1)S(=O)(=O)NC(=O)C=1C(=NC=CC1)N1C(CC(C1)C)(C)C